ClC1=C(C=CC=C1)N1C(N=C(C2=CC=C(C=C12)C1CC1)NC1=CC(=NC=C1)N1CCOCC1)=O 1-(2-Chlorophenyl)-7-cyclopropyl-4-((2-morpholinopyridin-4-yl)amino)quinazolin-2(1H)-one